C1CCN2[C@H](C1)C(=O)N[C@H](C(=O)N[C@H](C(=O)N[C@H](C2=O)CC3=CC=CC=C3)CC4=CC=CC=C4)CCCCCC(=O)[C@@H]5CO5 The molecule is a homodetic cyclic tetrapeptide constructed from L-phenylalanyl (x2), D-pipecolinyl and L-2-amino-8-oxo-9,10-epoxydecanoyl residues. It has a role as an EC 3.5.1.98 (histone deacetylase) inhibitor, an antineoplastic agent and a fungal metabolite. It is a homodetic cyclic peptide, an epoxide and a ketone.